2-phenyl-4,6-bis[2-hydroxy-4-(methylpiperidineoxycarbonylmethoxy)phenyl]-1,3,5-triazine C1(=CC=CC=C1)C1=NC(=NC(=N1)C1=C(C=C(C=C1)OC(C(=O)ON1CCCCC1)C)O)C1=C(C=C(C=C1)OC(C(=O)ON1CCCCC1)C)O